C(C)C1=NN(C2=C1C(NCC1(CCOCC1)C2)=O)CC(COC(C2=CC=C(C=C2)C(NCC)=O)=O)(C)C 4-(ethylcarbamoyl)benzoic acid [3-(3-ethyl-4-oxo-spiro[6,8-dihydro-5H-pyrazolo[4,3-c]azepin-7,4'-tetrahydropyran]-1-yl)-2,2-dimethyl-propyl] ester